6-acetyl-3-methylquinazolin-4(3H)-one C(C)(=O)C=1C=C2C(N(C=NC2=CC1)C)=O